C(C)[SiH](C=1OC(=CC1)CCCCC)CC Diethyl(5-pentylfuran-2-yl)silane